C(C)(C)(C)OC(=O)NC(C(=O)OC)CC1=C(C=C(C(=C1)OC)CCC)OC methyl 2-((tert-butoxycarbonyl)amino)-3-(2,5-dimethoxy-4-propylphenyl)propanoate